2-(pyridin-3-yl)-6-(2,6-diazaspiro[3.4]octane-2-yl)-N-(4-(trifluoromethoxy)pyridin-2-yl)pyrimidin-4-amine N1=CC(=CC=C1)C1=NC(=CC(=N1)NC1=NC=CC(=C1)OC(F)(F)F)N1CC2(C1)CNCC2